CN1CC(N(CC1)CC1=CC=C(C=C1)NC(OCC1=CC=C(C=C1)Cl)=O)=O 4-chlorobenzyl (4-((4-methyl-2-oxopiperazin-1-yl)methyl)phenyl)carbamate